Cl.ClC=1C(=NC=C(C1)CN(C)C)C(=O)O 3-chloro-5-((dimethylamino)methyl)picolinic acid hydrochloride